N-(4-chlorophenyl)-N-methyl-6-(p-tolyl)pyrimidine-4-carboxamide ClC1=CC=C(C=C1)N(C(=O)C1=NC=NC(=C1)C1=CC=C(C=C1)C)C